BrC1=C2CCC[C@@H](C2=CC=C1)NC=1N=C(C(=NC1C(F)(F)F)C#N)OC 5-{[(1s)-5-bromo-1,2,3,4-tetrahydronaphthalen-1-yl]amino}-3-methoxy-6-(trifluoromethyl)pyrazin-2-carbonitrile